OCC1C(CC(CC1)C(=O)OC)(C)C methyl 4-(hydroxymethyl)-3,3-dimethylcyclohexane-1-carboxylate